C1(C2(CN3N1C=CC3)CCNCC2)=O spiro[piperidine-4,2'-pyrazolo[1,2-a]pyrazol]-1'-one